C(#N)C=1C=CC(=NC1)N[C@@H]1CC[C@H](CC1)N(C(C)=O)C1=CC=C(C=C1)C=1C=NN(C1)C N-(trans-4-((5-cyanopyridin-2-yl)amino)cyclohexyl)-N-(4-(1-methyl-1H-pyrazol-4-yl)phenyl)acetamide